C(C1=CC=CC=C1)N([C@H]([C@H](CC)B1OC(C(O1)(C)C)(C)C)C1=CC(=CC=C1)COC=1C(=C2CC[C@](OC2=C(C1C)C)(CCC[C@@H](CCC[C@@H](CCCC(C)C)C)C)C)C)CC1=CC=CC=C1 (1R,2S)-N,N-dibenzyl-2-(4,4,5,5-tetramethyl-1,3,2-dioxaborolan-2-yl)-1-(3-((((R)-2,5,7,8-tetramethyl-2-((4R,8R)-4,8,12-trimethyltridecyl)chroman-6-yl)oxy)methyl)phenyl)butan-1-amine